N,N,6-trimethyl-5,7-dihydro-4H-benzothiophen-6-amine hydrochloride Cl.CN(C1(CC2=C(C=CS2)CC1)C)C